N-(2,6-difluoro-4-hydroxybenzyl)-5-((Z)-2-((2-propionamidoethyl)carbamoyl)guanidino)pentanamide FC1=C(CNC(CCCCN\C(=N/C(NCCNC(CC)=O)=O)\N)=O)C(=CC(=C1)O)F